6-(3-methyl-1H-pyrazol-4-yl)thieno[3,2-d]Pyrimidin-4(3H)-one CC1=NNC=C1C1=CC=2N=CNC(C2S1)=O